ClC1=C(C(=CC=C1Cl)F)C1(CNC1)NC=1C=C2C(N(C=NC2=C(C1)F)C=1NN=CC1)=O 6-{[3-(2,3-dichloro-6-fluorophenyl)azetidin-3-yl]amino}-8-fluoro-3-(2H-pyrazol-3-yl)quinazolin-4-one